N-(5-((6-Fluoro-5-methylpyridin-3-yl)oxy)-2-methoxyphenyl)-5-oxopyrrolidine-2-carboxamide FC1=C(C=C(C=N1)OC=1C=CC(=C(C1)NC(=O)C1NC(CC1)=O)OC)C